dibenzo[b,f]oxepine C1=CC=CC=2OC3=C(C=CC21)C=CC=C3